2-(2,6-dioxopiperidin-3-yl)-4-fluoro-1-oxo-N-((R)-2,2,2-trifluoro-1-(4-(trifluoromethoxy)phenyl)ethyl)isoindoline-5-carboxamide O=C1NC(CCC1N1C(C2=CC=C(C(=C2C1)F)C(=O)N[C@@H](C(F)(F)F)C1=CC=C(C=C1)OC(F)(F)F)=O)=O